Methyl {[tri(propan-2-yl)silyl]oxy}acetate CC(C)[Si](OCC(=O)OC)(C(C)C)C(C)C